4-(7-chloro-1-toluenesulfonyl-1H-pyrrolo[2,3-c]pyridin-3-yl)-N-(2-fluoro-3-(methylsulfonyl)phenyl)-5-methylpyridin-2-amine ClC=1N=CC=C2C1N(C=C2C2=CC(=NC=C2C)NC2=C(C(=CC=C2)S(=O)(=O)C)F)S(=O)(=O)CC2=CC=CC=C2